(S)-1-(4-dodecylbenzoyl)pyrrolidine-2-carboximidamide hydrochloride Cl.C(CCCCCCCCCCC)C1=CC=C(C(=O)N2[C@@H](CCC2)C(N)=N)C=C1